C1(CC1)CN1CC2=C(N=C(N(C2=O)[C@H](C)C2=CC=C(C=C2)C(F)(F)F)C)CC1 (R)-6-(cyclopropylmethyl)-2-methyl-3-(1-(4-(trifluoromethyl)phenyl)ethyl)-5,6,7,8-tetrahydropyrido[4,3-d]pyrimidin-4(3h)-one